Methyl difluoro(fluorosulphonyl)acetate FC(C(=O)OC)(S(=O)(=O)F)F